CN1CC(C(C(C1)=CC1=CC=C(C=C1)C(F)(F)F)=O)=CC1=CC=C(C=C1)C(F)(F)F 1-Methyl-3,5-bis(4-(trifluoromethyl)benzylidene)piperidin-4-one